COC([C@@H](NC(=O)NS(=O)(=O)C1=CC=C(C)C=C1)CCCCNC(=O)NS(=O)(=O)C1=CC=C(C)C=C1)=O N,N'-di(p-toluenesulfonylaminocarbonyl)-lysine-methyl ester